OCC(C)(S(=O)(=O)C)C1=C(C=C(C=N1)O)C(F)(F)F 6-(1-hydroxy-2-methanesulfonylpropan-2-yl)-5-(trifluoromethyl)pyridin-3-ol